C([C@H](O)C1=CC=CC=C1)(=O)OC |r| racemic-methyl mandelate